2-[2-(3-bromo-2-methyl-phenoxy)-7-azaspiro[3.5]nonan-7-yl]-N-[3-(2,6-dioxo-3-piperidyl)-7-methoxy-1-methyl-indazol-6-yl]acetamide BrC=1C(=C(OC2CC3(C2)CCN(CC3)CC(=O)NC3=CC=C2C(=NN(C2=C3OC)C)C3C(NC(CC3)=O)=O)C=CC1)C